N-(4-((4-fluorophenyl)amino)benzyl)-N-hydroxyadamantane-1-carboxamide FC1=CC=C(C=C1)NC1=CC=C(CN(C(=O)C23CC4CC(CC(C2)C4)C3)O)C=C1